6-chloro-2-((5-chloro-1-(methyl-d3)-1H-pyrazol-4-yl)amino)quinazolin ClC=1C=C2C=NC(=NC2=CC1)NC=1C=NN(C1Cl)C([2H])([2H])[2H]